5-chloro-N-((1r,4r)-4-((3-(2-chlorophenyl)-2-oxo-2,3-dihydro-1H-imidazo[4,5-c]pyridin-1-yl)methyl)cyclohexyl)-2-(trifluoro-methyl)nicotinamide ClC=1C=NC(=C(C(=O)NC2CCC(CC2)CN2C(N(C=3C=NC=CC32)C3=C(C=CC=C3)Cl)=O)C1)C(F)(F)F